NC=1C=2N(C=CN1)C(=NC2C2=CC(=C(C=C2)NC(OC(C)(C)C)=O)OC)[C@H]2CN(CC2)S(=O)(=O)CC (R)-tert-butyl (4-(8-amino-3-(1-(ethylsulfonyl)pyrrolidin-3-yl)imidazo[1,5-a]pyrazin-1-yl)-2-methoxyphenyl)carbamate